(R)-5-chloro-N-(8,9-difluoro-6-oxo-1,4,5,6-tetrahydro-2H-pyrano[3,4-c]isoquinolin-1-yl)-N-methyl-1H-pyrrolo[3,2-b]pyridine-2-carboxamide ClC1=CC=C2C(=N1)C=C(N2)C(=O)N(C)[C@H]2COCC=1NC(C=3C=C(C(=CC3C12)F)F)=O